NC=1N=CC(=NC1C1=CC(=NO1)C1=CC=C(C=C1)CNC(CF)C)C1=CC=C(C=C1)S(=O)(=O)C(CCO)C 3-(4-(5-amino-6-(3-(4-((1-fluoropropan-2-ylamino)methyl)phenyl)isoxazol-5-yl)pyrazin-2-yl)phenylsulfonyl)butan-1-ol